(3-bromo-5,6-dihydro[1,2,4]triazolo[4,3-a]pyrazin-7(8H)-yl)(cyclopropyl)methanone BrC1=NN=C2N1CCN(C2)C(=O)C2CC2